C(#N)C=1C=CC(=C(C1)NC(C1=C(C=CC=C1)OC)=O)N1CCC(CC1)OC1=C(C=C(C=C1)F)F N-(5-cyano-2-(4-(2,4-difluorophenoxy)piperidin-1-yl)phenyl)-2-methoxybenzamide